3-aza-bicyclo[3.2.1]Octan-8-ol C12CNCC(CC1)C2O